5-{2-amino-[1,2,4]triazolo-[1,5-a]pyridin-7-yl}-N-{[2-(cyclopentyloxy)phenyl]-methyl}-2-methoxy-6-methylpyridine-3-carboxamide NC1=NN2C(C=C(C=C2)C=2C=C(C(=NC2C)OC)C(=O)NCC2=C(C=CC=C2)OC2CCCC2)=N1